3-bromo-N-(4-fluorophenyl)-N-methyl-imidazo[1,2-a]pyrazine-6-carboxamide BrC1=CN=C2N1C=C(N=C2)C(=O)N(C)C2=CC=C(C=C2)F